C(C)OC(C(C(=O)OCC)(CO)CO)=O.OC(CNC(C(=C)C)=O)COCCC[Si](C)(C)C(C)(C)C N-[2-hydroxy-3-(3-(t-butyldimethylsilyl)propyloxy)propyl]-2-methyl-acrylamide Diethylbis(hydroxymethyl)-malonat